OC=C(C(=O)N[C@H](C)C1=CC=CC=C1)C1=CC=C(C=C1)OC[C@H](CC)C (2S)-3-Hydroxy-2-{4-[(2S)-2-methylbutoxy]phenyl}-N-[(1R)-1-phenylethyl]propenamide